C(#N)C1=C(C=C(C=C1)C(F)(F)F)NC=1C(=C(C#N)C=CC1)C 3-((2-cyano-5-(trifluoromethyl)phenyl)amino)-2-methylbenzonitrile